O1CCOC12CCN(CC2)C2=C(C=C1C(=NN(C1=C2)C)N2C(NC(CC2)=O)=O)F 1-[6-(1,4-dioxa-8-azaspiro[4.5]decan-8-yl)-5-fluoro-1-methyl-indazol-3-yl]hexahydropyrimidine-2,4-dione